BrC1=NC2=C(N1C1=C(C=C(C=C1C(C)C)C1=CC=CC=C1)C(C)C)C=CC=C2 2-Bromo-1-(3,5-diisopropyl-[1,1'-biphenyl]-4-yl)-1H-benzo[d]imidazole